C(C(=C)C)(=O)OCCC[Si](OC)(OC)OC 3-Methacryloxypropyl(trimethoxy)silane